ClC1=C2C(=NN(C2=CC=C1)S(=O)(=O)C1=CC=C(C=C1)C(C)(F)F)N1CC(C(C1)(F)F)(F)F 4-chloro-1-[4-(1,1-difluoroethyl)phenyl]sulfonyl-3-(3,3,4,4-tetrafluoropyrrolidin-1-yl)indazole